BrC=1C=C2C(=NC1O[C@H]1[C@@H](COC1)NS(=O)(=O)C1=CC=C(C=C1)C)N(C=C2)COCC[Si](C)(C)C N-[(trans)-4-[(5-bromo-1-[[2-(trimethylsilyl)ethoxy]methyl]pyrrolo[2,3-b]pyridin-6-yl)oxy]oxolan-3-yl]-4-methylbenzenesulfonamide